5-hydroxy-2,2,4,4-tetramethylpentyl 2,6-dimethoxybenzoate COC1=C(C(=O)OCC(CC(CO)(C)C)(C)C)C(=CC=C1)OC